cis-3-Hexenyl trans-2-hexenoate C(\C=C\CCC)(=O)OCC\C=C/CC